ClC1=C(C=C(OC2=C(C=C(COC3=NC(N4C(N5[C@]6(CO[C@@H](C5)C6)C4)=C3)=O)C=C2F)F)C=C1)C(F)(F)F (3R,11aS)-7-((4-(4-chloro-3-(trifluoromethyl)phenoxy)-3,5-difluorobenzyl)oxy)-3,4-dihydro-1H,9H,11H-3,11a-methanopyrimido[6',1':2,3]imidazo[5,1-c][1,4]oxazin-9-one